(6-chloro-5-methylpyridin-3-yl)piperidin-2-one tert-butyl-(R)-4-(5-bromo-7-(4-chloropyridin-2-yl)-7H-pyrrolo[2,3-d]pyrimidin-4-yl)-2-methylpiperazine-1-carboxylate C(C)(C)(C)OC(=O)N1[C@@H](CN(CC1)C=1C2=C(N=CN1)N(C=C2Br)C2=NC=CC(=C2)Cl)C.ClC2=C(C=C(C=N2)N2C(CCCC2)=O)C